3-acetyl-4-methylpyridin-2(1H)-one C(C)(=O)C=1C(NC=CC1C)=O